C(#N)C1=CC=CC(=N1)[C@@H](C)NC(C(F)(F)C=1C(NC2=CC=C(C(=C2C1C)F)F)=O)=O |o1:8| rel-N-[(1R)-1-(6-cyanopyridin-2-yl)ethyl]-2-(5,6-difluoro-4-methyl-2-oxo-1H-quinolin-3-yl)-2,2-difluoroacetamide